C(#N)CNCCN(CCN(CC#N)CC#N)CCN1C(NCC1)=O 2,2'-((2-((2-((cyanomethyl)amino)eth-yl)(2-(2-oxoimidazolidin-1-yl)ethyl)amino)ethyl)azane-diyl)diacetonitrile